S1(NC(NC2=C1C=CC=C2)=O)(=O)=O 2H-benzo[e][1,2,4]thiadiazin-3(4H)-one 1,1-dioxide